ethyl-(p-tolylsulfinyl)carbamic acid C(C)N(C(O)=O)S(=O)C1=CC=C(C=C1)C